3-Nitrobenzyl ((S)-3-cyclohexyl-1-oxo-1-(((S)-1-oxo-3-((S)-2-oxopyrrolidin-3-yl)propan-2-yl)amino)propan-2-yl)carbamate C1(CCCCC1)C[C@@H](C(N[C@H](C=O)C[C@H]1C(NCC1)=O)=O)NC(OCC1=CC(=CC=C1)[N+](=O)[O-])=O